N-[2-[4-[6-(dimethylamino)pyridin-3-yl]phenyl]-1,3-benzo-thiazol-6-yl]-N-[2-(2-iodoethoxy)ethyl]carbamate CN(C1=CC=C(C=N1)C1=CC=C(C=C1)C=1SC2=C(N1)C=CC(=C2)N(C([O-])=O)CCOCCI)C